6-bromo-[1,2,4]triazolo[4',3':1,6]pyrido[2,3-d]pyrimidin-2-amine BrC1=CC2=C(N=C(N=C2)N)N2C1=NN=C2